3-chloro-5,7-difluoro-8-(3-((methylsulfonyl)methyl)azetidin-1-yl)isoquinoline ClC=1N=CC2=C(C(=CC(=C2C1)F)F)N1CC(C1)CS(=O)(=O)C